C(C)(C)(C)C=1C(=C(C=C(C=CC(=O)OCCOCCOCCOC(C=CC2=CC(=C(C(=C2)C(C)(C)C)O)C)=O)C1)C)O triethylene glycol Bis(5-t-butyl-4-hydroxy-3-methylcinnamate)